S(=O)(=O)([O-])OS(=O)(=O)[O-].[Fe+2] iron(II) disulfate